BrC1=C2CCN(CC2=CC=C1)CC(=O)OC(C)(C)C t-butyl (5-bromo-3,4-dihydroisoquinolin-2(1H)-yl)acetate